COC(=O)C1=C(C=NN1)Br 4-Bromo-1H-pyrazole-5-carboxylic acid methyl ester